Cl.NC(C)C=1C=C(N)C=C(C1)C(F)(F)F 3-1-aminoethyl-5-(trifluoromethyl)aniline hydrochloride